1,3,4,5-tetrahydrophenanthridin-6(2H)-one C1CCCC=2NC(C3=CC=CC=C3C12)=O